4-((7-fluoro-1,1-dioxo-2,3-dihydro-4H-benzo[e][1,2,4]thiadiazin-4-yl)methyl)-N-hydroxybenzoamide FC1=CC2=C(N(CNS2(=O)=O)CC2=CC=C(C(=O)NO)C=C2)C=C1